N,N-di(2'H-[1,5'-bitetrazole]-5-yl)amine N1(N=NN=C1NC1=NN=NN1C=1N=NNN1)C=1N=NNN1